C(CCCCCC\C=C/C\C=C/CCCCC)C(O[Si](OCCCCCCN(CCCNC(=N)N)C)(C)C)OCCCCCCCC\C=C/C\C=C/CCCCC 1-((24Z,27Z)-14-((8Z,11Z)-heptadeca-8,11-dien-1-yl)-4,12,12-trimethyl-11,13,15-trioxa-4-aza-12-silatritriaconta-24,27-dien-1-yl)guanidine